tert-butyl 3-(5-(5-(2,3-dihydro-1H-inden-4-yl)-6-methoxy-1-(4-methoxybenzyl)-1H-pyrazolo[4,3-b]pyridin-3-yl)pyridin-2-yl)azetidine-1-carboxylate C1CCC2=C(C=CC=C12)C1=C(C=C2C(=N1)C(=NN2CC2=CC=C(C=C2)OC)C=2C=CC(=NC2)C2CN(C2)C(=O)OC(C)(C)C)OC